3-(1-oxo-4-((10-(piperazin-1-yl)decyl)thio)isoindolin-2-yl)piperidine-2,6-dione O=C1N(CC2=C(C=CC=C12)SCCCCCCCCCCN1CCNCC1)C1C(NC(CC1)=O)=O